3-fluoro-4-((4-(1-((2S,3R)-3-hydroxybut-2-yl)-1H-pyrazol-4-yl)-5-(trifluoromethyl)pyrimidin-2-yl)amino)benzenesulfonamide FC=1C=C(C=CC1NC1=NC=C(C(=N1)C=1C=NN(C1)[C@@H](C)[C@@H](C)O)C(F)(F)F)S(=O)(=O)N